2-ethyl-N-(3-fluorobenzyl)-4-methyl-1-oxo-7-(trifluoromethyl)-1,2-dihydroisoquinoline-3-carboxamide C(C)N1C(C2=CC(=CC=C2C(=C1C(=O)NCC1=CC(=CC=C1)F)C)C(F)(F)F)=O